C(C)(C)(C)C=1C=C2C=C(C(=CC2=CC1)C#N)C#N 6-tert-Butyl-2,3-naphthalenedicarbonitrile